OCC(C)N1CCN(CC1)CCNC(OCC1=CC=CC=C1)=O benzyl N-[2-[4-(2-hydroxy-1-methyl-ethyl)piperazin-1-yl]ethyl]carbamate